(isocyanatomethyl)cyclohexane N(=C=O)CC1CCCCC1